FC=1C(=C(C2=C(CN3[C@@H](CO2)CNCC3)C1)C#C[Si](C)(C)C)C1=C(C=CC=C1C)OC (12aR)-8-fluoro-9-(2-methoxy-6-methylphenyl)-10-[(trimethylsilyl)ethynyl]-1,2,3,4,12,12a-hexahydro-6H-pyrazino[2,1-c][1,4]benzoxazepine